1-(2-tetrahydropyranyl)-1H-pyrazole-4-boronic acid O1C(CCCC1)N1N=CC(=C1)B(O)O